CN1C=C(C=2C1=NC=C(C2)[N+](=O)[O-])C#N 1-methyl-5-nitro-1H-pyrrolo[2,3-b]pyridine-3-carbonitrile